NC1=NC=2C=CC(=CC2C2=C1C=NN2C)C(=O)N(C)C2C1=C(COC2)SC(=C1)C(F)(F)F 4-amino-N-(2-trifluoromethyl-4,7-dihydro-5H-thieno[2,3-C]pyran-4-yl)-N,1-dimethyl-1H-pyrazolo[4,3-C]quinoline-8-carboxamide